CCCCCCCCCCCCCCCCCCCCCCC(=O)OCC(COC(=O)CCCCCCCCCCCCCCCCCCCCCC)OC(=O)CCCCCCCCCCCCCCCCCCCCCC Glyceryl tritricosanoate